[1,4]diazonin N1C=CN=CC=CC=C1